4-aminostilbene-2,2-disulfonate NC1=CC(C(C=C1)C=CC1=CC=CC=C1)(S(=O)(=O)[O-])S(=O)(=O)[O-]